C(C(C)=C)C1C(CCCCCCCCCC1)=O (2-methallyl)cyclododecanone